benzyl 4-cyclopropoxy-4-formylpiperidine-1-carboxylate C1(CC1)OC1(CCN(CC1)C(=O)OCC1=CC=CC=C1)C=O